ClC=1C(=C(SC1)NC(CN1C(C=CC2=NC(=CC=C12)C(F)(F)F)=O)=O)C1=NNC=N1 N-(4-chloro-3-(1H-1,2,4-triazol-3-yl)thiophen-2-yl)-2-(2-oxo-6-(trifluoromethyl)-1,5-naphthyridin-1(2H)-yl)acetamide